((3R,4R,5S)-4-{[tert-butyl-(dimethyl)silyl]Oxy}-5-methylpiperidin-3-yl)carbamic acid tert-butyl ester hydrochloride Cl.C(C)(C)(C)OC(N[C@@H]1CNC[C@@H]([C@H]1O[Si](C)(C)C(C)(C)C)C)=O